glycidyl-propyl-methyl-diethoxysilane C(C1CO1)C(C)O[Si](OCC)(C)CCC